tert-butyl (R)-(6-(7-(3,4-dichlorobenzoyl)-6-methyl-4-oxo-2-thioxo-1,4,5,6,7,8-hexahydropyrido[3,4-d]pyrimidin-3(2H)-yl)benzo[d]isoxazol-3-yl)(methyl)carbamate ClC=1C=C(C(=O)N2CC=3NC(N(C(C3C[C@H]2C)=O)C2=CC3=C(C(=NO3)N(C(OC(C)(C)C)=O)C)C=C2)=S)C=CC1Cl